{6-[7-(3-dimethylamino-propoxy)-imidazo[1,2-a]pyridin-3-yl]-pyrimidin-4-yl}-[4-(1-methyl-1H-pyrazol-4-yl)-benzyl]-amine CN(CCCOC1=CC=2N(C=C1)C(=CN2)C2=CC(=NC=N2)NCC2=CC=C(C=C2)C=2C=NN(C2)C)C